(5Z)-5-(1,3-Benzothiazol-6-ylmethylene)-3-cyclobutyl-2-[[(1R)-1-(methoxymethyl)-3-methyl-butyl]amino]imidazol-4-one S1C=NC2=C1C=C(C=C2)\C=C/2\C(N(C(=N2)N[C@H](CC(C)C)COC)C2CCC2)=O